N-((S)-(4-(tert-butyl)phenyl)((R)-2'-iodo-6,6'-dimethyl-[1,1'-biphenyl]-2-yl)-λ4-sulfaneylidene)-3-chlorobenzamide C(C)(C)(C)C1=CC=C(C=C1)[S@](=NC(C1=CC(=CC=C1)Cl)=O)C1=C(C(=CC=C1)C)C1=C(C=CC=C1C)I